3-(4-fluorophenyl)-pyridinealdehyde FC1=CC=C(C=C1)C=1C(=NC=CC1)C=O